C(C)C1=C(OC=2C=CC(=C(C(=O)N)C2)C2CN(CC2)CC2=NC=CC=C2)C=CC=C1 5-(2-ethylphenoxy)-2-(1-picolylpyrrolidin-3-yl)benzamide